10-methyl-N-phenylacridine-9(10H)-imine CN1C=2C=CC=CC2C(C2=CC=CC=C12)=NC1=CC=CC=C1